C1(=CC=CC=C1)C1OCC(CO1)OC(=O)C1(COC(OC1)(C)C)C 2-Phenyl-1,3-dioxan-5-yl-2,2,5-trimethyl-1,3-dioxane-5-carboxylate